2-methyl-5-((1-methylpiperidin-3-yl)amino)pyridine CC1=NC=C(C=C1)NC1CN(CCC1)C